CN(CC(=O)NC=1C=C2CC(CC2=C(C1)F)CNCCC1CN(C(O1)=O)C1=NC2=C(OCC(N2)=O)N=C1)C 2-(Dimethylamino)-N-[7-fluoro-2-[[2-[2-oxo-3-(3-oxo-4H-pyrazino[2,3-b][1,4]oxazin-6-yl)oxazolidin-5-yl]ethylamino]methyl]indan-5-yl]acetamide